ClC=1C=C(C(=C(C1)O)C=1N=NC(=CC1)N1C[C@@H](OCC1)CF)C 5-chloro-2-[6-[(2R)-2-(fluoromethyl)morpholin-4-yl]pyridazin-3-yl]-3-methyl-phenol